3-propyl-1-(pyridin-2-yl)-1H-benzo[d]imidazole C(CC)N1CN(C2=C1C=CC=C2)C2=NC=CC=C2